FC1(CCN(CCC1)C1=NC2=CC(=CC=C2C=C1C(=O)NC1=CC(=CC=C1)S(N)(=O)=O)OC)F 2-(4,4-difluoroazepan-1-yl)-7-methoxy-N-(3-sulfamoylphenyl)quinoline-3-carboxamide